1,3-dimethyl-5-(1-methyl-7-(1-methyl-1H-pyrazol-4-yl)-2,3-dihydropyrido[3,4-b]pyrazin-4(1H)-yl)-7-morpholinoquinolin-2(1H)-one CN1C(C(=CC2=C(C=C(C=C12)N1CCOCC1)N1C2=C(N(CC1)C)C=C(N=C2)C=2C=NN(C2)C)C)=O